NC1=NC=CC(=C1)C1=CNC=2N=CN=C(C21)NCC2=CC(=CC(=N2)N(CCO)C)C(F)(F)F 2-((6-(((5-(2-Aminopyridin-4-yl)-7H-pyrrolo[2,3-d]pyrimidin-4-yl)amino)methyl)-4-(trifluoromethyl)pyridin-2-yl)(methyl)amino)ethan-1-ol